C(CCCCCCCCC)OCOCCCC(CC(CC(CC(CC(CC(C)I)C)C)C)C)C 14-iodo-4,6,8,10,12-pentamethylpentadecyl decyloxymethyl ether